CC1=CC=C(C=N1)OC1=CC=C(C=C1)C1=CC=CC(=N1)C(CO)O 1-(6-(4-((6-Methylpyridin-3-yl)oxy)phenyl)pyridin-2-yl)ethan-1,2-diol